(8,8-difluoro-2-(methyl-d3)-2,6-diazaspiro[3.4]oct-6-yl)-6-methyl-N-(1-(methylsulfonyl)piperidin-4-yl)pyrido[3,4-d]pyrimidin-2-amine FC1(CN(CC12CN(C2)C([2H])([2H])[2H])C=2C1=C(N=C(N2)NC2CCN(CC2)S(=O)(=O)C)C=NC(=C1)C)F